2'-{6-amino-5-[(1S)-1-(2-chlorophenyl)ethoxy]pyridin-3-yl}-N-ethyl-5',6'-dihydrospiro[azetidine-3,4'-pyrrolo[1,2-b]pyrazole]-1-carboxamide NC1=C(C=C(C=N1)C=1C=C2N(N1)CCC21CN(C1)C(=O)NCC)O[C@@H](C)C1=C(C=CC=C1)Cl